(S)-1-(4-((1-(5-(3-cyano-5-fluorophenyl)-4,5-dihydro-1H-pyrazole-1-carbonyl)azetidin-3-yl)oxy)-5-fluoropyridin-2-yl)-3,5-dimethyl-N-(oxetan-3-yl)-1H-pyrazole-4-carboxamide C(#N)C=1C=C(C=C(C1)F)[C@@H]1CC=NN1C(=O)N1CC(C1)OC1=CC(=NC=C1F)N1N=C(C(=C1C)C(=O)NC1COC1)C